C(CCCC(=O)OCC)(=O)OCC diethyl glutarate